2-fluoro-N-(pyrazin-2-ylcarbamoyl)-4-(trifluoromethyl)benzamide FC1=C(C(=O)NC(NC2=NC=CN=C2)=O)C=CC(=C1)C(F)(F)F